C(#N)[C@H]1[C@@H](COC1)NS(=O)(=O)C1=CC=C(C=C1)C N-((trans)-4-cyanotetrahydrofuran-3-yl)-4-methylbenzenesulfonamide